CCC(=O)OCC(=O)[C@]1([C@H](C[C@@H]2[C@@]1(C[C@@H]([C@]3([C@H]2CCC4=CC(=O)C=C[C@@]43C)Cl)O)C)C)OC(=O)CC The molecule is a steroid ester comprising beclomethasone having propionyl groups at the 17- and 21-positions. It has a role as an anti-inflammatory drug, an anti-asthmatic drug, a prodrug and an anti-arrhythmia drug. It is a steroid ester, an enone, a 20-oxo steroid, an 11beta-hydroxy steroid, a propanoate ester, a corticosteroid, a glucocorticoid, a 3-oxo-Delta(1),Delta(4)-steroid and a chlorinated steroid. It derives from a beclomethasone.